O=C1N(CC=2C=C3C(=CC12)OCC31CCNCC1)C1C(NC(CC1)=O)=O 3-(7-oxo-5,7-dihydro-2H,6H-spiro[furo[2,3-f]isoindole-3,4'-piperidin]-6-yl)piperidine-2,6-dione